palmitoyl-lysyl-valyl-lysine acetate salt C(C)(=O)O.C(CCCCCCCCCCCCCCC)(=O)N[C@@H](CCCCN)C(=O)N[C@@H](C(C)C)C(=O)N[C@@H](CCCCN)C(=O)O